2-hydroxy-2-methylpropanamid OC(C(=O)N)(C)C